FC(C1(COCC2=C1NC(C1=C2C=C(S1)C=1C=NN(C1)COCC[Si](C)(C)C)=O)O)F 4-(difluoromethyl)-4-hydroxy-8-(1-((2-(trimethylsilyl)ethoxy)methyl)-1H-pyrazol-4-yl)-1,3,4,5-tetrahydro-6H-pyrano[4,3-b]Thieno[3,2-d]Pyridin-6-one